C1(CC1)NC1=C(C(=O)O)C=C(C=N1)C1=CC(=CC=C1)C(NC1=CC=C(C=C1)OCCC1=CC=CC=C1)=O 2-(cyclopropylamino)-5-(3-((4-phenethoxyphenyl)carbamoyl)phenyl)nicotinic acid